3-[(1,2,3,4-tetrahydroisoquinolin-1-ylmethyl)amino]pyridine-4-carboxylic acid C1(NCCC2=CC=CC=C12)CNC=1C=NC=CC1C(=O)O